benzophenone-13C12 [13C]([13C]1=[13CH][13CH]=[13CH][13CH]=[13CH]1)(=O)[13C]1=[13CH][13CH]=[13CH][13CH]=C1